CP(=O)(C)C=1C=C(C(=O)OC)C=CC1 Methyl 3-(dimethylphosphoryl)benzoate